(5RS)-2-(3,4-Difluorobenzyl)-3-oxo-2,3,5,6,7,8-hexahydro[1,2,4]triazolo[4,3-a]pyridin FC=1C=C(CN2N=C3N(CCCC3)C2=O)C=CC1F